tert-butyl (2S,3S)-2-((tert-butoxycarbonyl)amino)-4-((tert-butyldimethylsilyl)oxy)-3-hydroxybutanoate C(C)(C)(C)OC(=O)N[C@H](C(=O)OC(C)(C)C)[C@@H](CO[Si](C)(C)C(C)(C)C)O